N1N=CC2=C(C=CC=C12)N[C@@H](C)C(=O)O 4-indazolylalanine